COC(CCCO)OC 4,4-Dimethoxybutan-1-ol